COC1=CC=C(C=C1)N1CCN(CC1)CC[C@H]1OC(C2(C1)CCN(CC2)S(=O)(=O)C)=O (S)-3-(2-(4-(4-methoxyphenyl)piperazin-1-yl)ethyl)-8-(methylsulfonyl)-2-oxa-8-azaspiro[4.5]decan-1-one